C(CC)C1C(CCCC1)NC(=O)C1=CC(=CC(=C1)C(=O)NC1C(CCCC1)CCC)C(=O)NC1C(CCCC1)CCC 1,3,5-benzenetricarboxylic acid, tris(2-n-propylcyclohexylamide)